O1CCC(CC1)OC1=CC=C(C=C1)C1CCNCC1 4-(4-((tetrahydro-2H-pyran-4-yl)oxy)phenyl)piperidine